3,3-bis(4-hydroxyphenyl)-isobenzofuran-1(3H)-one OC1=CC=C(C=C1)C1(OC(C2=CC=CC=C12)=O)C1=CC=C(C=C1)O